C1(CC1)C1=CSC2=C1CC(CC2)=NO 3-cyclopropyl-6,7-dihydro-4H-benzothiophen-5-one oxime